C[C@@H]1N([C@@H](CN(C1)S(=O)(=O)C)C)C(C(F)(F)C=1C=C(C(=O)NC2=CC(=C(C=C2)F)C)C=CC1F)=O 3-(2-((2S,6R)-2,6-dimethyl-4-(methylsulfonyl)piperazin-1-yl)-1,1-difluoro-2-oxoethyl)-4-fluoro-N-(4-fluoro-3-methylphenyl)benzamide